5-((1R,2S)-1-(5-chloro-7-methoxy-1,1-dioxo-3-oxobenzo[d]isothiazol-2(3H)-yl)-2-(6-fluoro-2,3-dimethylphenyl)propyl)-1,3,4-oxadiazol-2(3H)-one ClC=1C=C(C2=C(C(N(S2(=O)=O)[C@H]([C@@H](C)C2=C(C(=CC=C2F)C)C)C2=NNC(O2)=O)=O)C1)OC